R and S-α-methoxy-α-(trifluoromethyl)phenylacetyl chloride CO[C@@](C(=O)Cl)(C(F)(F)F)C1=CC=CC=C1 |r|